BrC=1C=C(N(N1)C1=NC=CC=C1Cl)C(=O)NC1=C(C=C(C=C1C(N)=O)C(F)(F)F)Br 5-bromo-N-[2-bromo-6-carbamoyl-4-(trifluoromethyl)phenyl]-2-(3-chloro-2-pyridyl)pyrazole-3-carboxamide